FC1=CC(=C(C=C1F)C1=CC=C(C=C1)C)C1=NN=NN1C(C1=CC=CC=C1)(C1=CC=CC=C1)C1=CC=CC=C1 5-(4,5-Difluoro-4'-methyl-[1,1'-biphenyl]-2-yl)-1-trityl-1H-tetrazole